rac-tert-Butyl (3R,5R)-3-methoxy-5-(4-(methoxycarbonyl)-2-methylphenyl)piperidine-1-carboxylate CO[C@H]1CN(C[C@H](C1)C1=C(C=C(C=C1)C(=O)OC)C)C(=O)OC(C)(C)C |r|